OC[C@H](CC(=O)N1CCOCC1)NC(OC(C)(C)C)=O tert-Butyl (S)-(1-hydroxy-4-morpholino-4-oxobutan-2-yl)carbamate